C1(CC1)C[C@@H](C(=O)OCC1=C(C=CC=C1)C)NC(C[C@H]1N(C(CC1)=O)CC1=C(C(=CC=C1)F)F)=O 2-Methylbenzyl (S)-3-cyclopropyl-2-(2-((S)-1-(2,3-difluorobenzyl)-5-oxopyrrolidin-2-yl)acetamido)propanoate